hexamethyl-silanetriamine CN([SiH](N(C)C)N(C)C)C